N4,N4'-bis(4-(dimethylamino)-3-methoxyphenyl)-[1,1'-biphenyl]-4,4'-dicarboxamide CN(C1=C(C=C(C=C1)NC(=O)C1=CC=C(C=C1)C1=CC=C(C=C1)C(=O)NC1=CC(=C(C=C1)N(C)C)OC)OC)C